NC=1C=C(C=NC1)C1=CNC=2N=CN=C(C21)NCC2=NC(=CC=C2)N2C[C@H](N[C@H](C2)C)C 5-(5-aminopyridin-3-yl)-N-((6-((3R,5S)-3,5-dimethylpiperazin-1-yl)pyridin-2-yl)methyl)-7H-pyrrolo[2,3-d]pyrimidin-4-amine